CC(N)C dimethylmethanamine